2-(3,3-dimethylmorpholino)acetohydrazide CC1(COCCN1CC(=O)NN)C